COC1=CC=C(C=C1)S(=NC(C)(CC(C)(C)C)C)NS(=O)(=O)C1=CC=C(C=C1)[N+](=O)[O-] N-(S-(4-Methoxyphenyl)-N-(2,4,4-trimethylpentan-2-yl)sulfinimidoyl)-4-nitrobenzenesulfonamide